(3-methyl)octahydrocyclopenta[c]pyrrol-5-amine CC1C2C(CN1)CC(C2)N